Ethyl 2-cyano-3-(tetrahydro-3-thiophenylamino)acrylate C(#N)C(C(=O)OCC)=CNC1CSCC1